C(C)(C)(C)OC(=O)N1CC(CC(C1)C(=O)O)C(=O)O 1-tert-butoxycarbonyl-piperidine-3,5-dicarboxylic acid